fluoro-3-methoxy-4-trifluoromethylpentane FCCC(C(C)C(F)(F)F)OC